CC1=CC=2C(=NOC2C(=O)OCC)C=C1 ethyl 5-methylbenzo[c]isoxazole-3-carboxylate